ClC=1N=C(C2=C(N1)N(C=C2)[C@H]2[C@@H]([C@@H]([C@H](O2)CS(=O)(=O)CP(O)(O)=O)O)O)N2CCCC2 [(2S,3S,4R,5R)-5-(2-chloro-4-pyrrolidin-1-yl-pyrrolo[2,3-d]-pyrimidin-7-yl)-3,4-dihydroxy-tetrahydro-furan-2-yl]methyl-sulfonylmethylphosphonic acid